[2-[(1R)-2-[tert-butyl(dimethyl)silyl]oxy-1-methyl-ethyl]-5-ethyl-pyrazol-3-yl]methanol [Si](C)(C)(C(C)(C)C)OC[C@@H](C)N1N=C(C=C1CO)CC